OC[C@H](C#CC1=CC=C(C=C1)C1=CC=C(C=C1)OC[C@H](CO)O)N1C(=NC=C1)[C@H](C)O (S)-3-((4'-((S)-4-hydroxy-3-(2-((S)-1-hydroxyethyl)-1H-imidazol-1-yl)but-1-yn-1-yl)-[1,1'-biphenyl]-4-yl)oxy)propane-1,2-diol